NC1=CC(=C2C(N(CCCCC[C@@](C3=NN=C(C1=N2)O3)(C(F)(F)F)O)CC3=CC(=C(C=C3)OC)F)=O)C(F)(F)F (6R)-17-amino-12-[(3-fluoro-4-methoxy-phenyl)methyl]-6-hydroxy-6,15-bis(trifluoromethyl)-19-oxa-3,4,12,18-tetrazatricyclo[12.3.1.12,5]nonadeca-1(18),2,4,14,16-pentaen-13-one